N-((S)-1-(3-chlorophenyl)-2-hydroxy-ethyl)-1-(2-((1,1-dioxido-tetrahydro-thiophen-3-yl)amino)-5-methyl-pyrimidin-4-yl)-1H-imidazole-4-carboxamide ClC=1C=C(C=CC1)[C@@H](CO)NC(=O)C=1N=CN(C1)C1=NC(=NC=C1C)NC1CS(CC1)(=O)=O